C(C)(C)(C)N(CC(=O)O)C([C@H](CCCNC(=O)N)NC(=O)OCC1C2=CC=CC=C2C=2C=CC=CC12)=O.O1CCN(CC1)CS(=O)(=O)N 1-morpholinomethylsulfonamide tert-butyl-(S)-(2-((((9H-Fluoren-9-yl)methoxy)carbonyl)amino)-5-ureidopentanoyl)glycinate